2-ISOCYANO-5-CHLORoBENZOTRIFLUORIDE [N+](#[C-])C1=C(C=C(C=C1)Cl)C(F)(F)F